C(CCCCCCCCCCC)(=O)OOCCCC butyl peroxylaurate